C([O-])([O-])=O.[Li+].NC1=CC=C(OCCCC(CCCCCC)OC2=CC=C(C=C2)N)C=C1.[Li+] 1,4-bis(4-aminophenoxy)decane lithium carbonate